N-(4-chloro-6-(3,3-difluoropyrrolidin-1-yl)-pyrimidin-5-yl)-6-isopropylnicotinamide ClC1=NC=NC(=C1NC(C1=CN=C(C=C1)C(C)C)=O)N1CC(CC1)(F)F